5'-chloro-N-(2-cyclobutyl-2,2-difluoroethyl)-7'-oxo-7',8'-dihydro-6'H-spiro[cyclohexane-1,9'-furo[2,3-f]quinazoline]-2'-carboxamide ClC=1C=C2C(=C3C4(NC(NC13)=O)CCCCC4)OC(=C2)C(=O)NCC(F)(F)C2CCC2